6-(2,4-dioxoimidazolidin-1-yl)pyridin O=C1N(CC(N1)=O)C1=CC=CC=N1